Cl.CC1=CC=C(C=N1)[C@@H](C)N (1R)-1-(6-methylpyridin-3-yl)ethylamine hydrochloride